methyl-2,5-dichloro-6-cyclobutylnicotinic acid methyl ester COC(C1=C(N=C(C(=C1C)Cl)C1CCC1)Cl)=O